O1C(=CC2=C1C=CC=C2)C(=O)C=2C=C(C=CC2)C benzofuran-2-yl(m-tolyl)methanone